FC(C(=O)O)(F)F.C[C@@H]1C=2C=C(C=NC2CCN1C)B(O)O (R)-(5,6-dimethyl-5,6,7,8-tetrahydro-1,6-naphthyridin-3-yl)boronic acid trifluoroacetic acid salt